CC=1C(NC(NC1)=O)=O 5-methyl-pyrimidine-2,4-dione